cyclohex-1-eneboronic acid C1(=CCCCC1)B(O)O